N[C@@](C(=O)OC(C)(C)C)(C)C1=C(C=C(C=C1)F)[N+](=O)[O-] tert-Butyl (S)-2-amino-2-(4-fluoro-2-nitrophenyl)propanoate